COC1=C(C=CC=C1C1=NN(N=C1)C)NC1=CC(=NC=C1C(CC)=O)NC(=O)C1CC1 N-(4-((2-methoxy-3-(2-methyl-2H-1,2,3-triazol-4-yl)phenyl)amino)-5-propionylpyridin-2-yl)cyclopropanecarboxamide